C1[C@H]([C@@H]([C@H]([C@@H]([C@H]1N)O[C@@H]2[C@@H]([C@H]([C@@H]([C@H](O2)CN)O)O)O)O)O[C@@H]3[C@@H]([C@H]([C@@H]([C@H](O3)CO)O)N)O)N.OS(=O)(=O)O The molecule is an aminoglycoside sulfate salt. It has a role as an antibacterial drug. It contains a kanamycin A.